tetrafluoroerbium sodium [Na].F[Er](F)(F)F